5-(5-acetyl-2-butoxy-3-pyridinyl)-3-ethyl-2-(1-ethyl-3-azetidinyl)-2,6-dihydro-7H-pyrazolo[4,3-d]pyrimidin-7-one C(C)(=O)C=1C=C(C(=NC1)OCCCC)C=1NC(C=2C(N1)=C(N(N2)C2CN(C2)CC)CC)=O